FC=1C=C(C=CC1)N=C=O m-fluorophenyl isocyanate